FC1=CC(=C(C(=C1F)C(Cl)Cl)F)F 2,3,5,6-tetrafluoro-p-dichloromethylbenzene